C(C1=CC=CC=C1)=NN1C(=NN=C1C)S 4-(benzylideneamino)-5-methyl-4H-1,2,4-triazole-3-thiol